C(C)(=O)C=1C=C(C=C2C(N(C(=NC12)C1(CN(C1)CC(F)F)C)C)=O)C 8-acetyl-2-(1-(2,2-difluoroethyl)-3-methylazetidin-3-yl)-3,6-dimethylquinazolin-4(3H)-one